3-Chloro-N-(3-fluorophenyl)acrylamide ClC=CC(=O)NC1=CC(=CC=C1)F